BrC1=CC=C(C=C1)S(F)(F)(F)(F)F (4-Bromophenyl)sulphur pentafluoride